tert-butyl (R)-2-(4-(4-amino-5-(ethoxycarbonyl) pyrimidin-2-yl)-3-(((tert-butyldiphenylsilyl) oxy) methyl) piperazin-1-yl)-7,8-dihydropyrido[4,3-d]pyrimidine-6(5H)-carboxylate NC1=NC(=NC=C1C(=O)OCC)N1[C@H](CN(CC1)C=1N=CC2=C(N1)CCN(C2)C(=O)OC(C)(C)C)CO[Si](C2=CC=CC=C2)(C2=CC=CC=C2)C(C)(C)C